Cl.CN(CCCN=C=NC)C (3-dimethylaminopropyl)-3-methylcarbodiimide hydrochloride